C(NC(C1=CN=C(C=C1NC1=NC=CC=2C=3C([C@@H](N(C12)C)C)=NN(N3)C)NC(=O)[C@H]3CC31CCC1)=O)([2H])([2H])[2H] N-(methyl-d3)-6-((S)-spiro[2.3]hexane-1-carboxamido)-4-(((S)-2,4,5-trimethyl-4,5-dihydro-2H-[1,2,3]triazolo[4,5-c][1,7]naphthyridin-6-yl)amino)nicotinamide